C(C)OC(CN1N=C(N2C(C1=O)=CC(=N2)I)C(C)C)=O.ClC(C)C2=CC(=C(C(=C2)F)C=2C(=NC=CC2)OC2CCCC2)F 3-[4-(1-chloroethyl)-2,6-difluoro-phenyl]-2-(cyclopentyloxy)pyridine ethyl-2-(2-iodo-7-isopropyl-4-oxopyrazolo[1,5-d][1,2,4]triazin-5(4H)-yl)acetate